4-(5,6,7,8-Tetrahydropyrido[3,4-b]pyrazin-3-yl)piperazine-1-carboxylic acid tert-butyl ester C(C)(C)(C)OC(=O)N1CCN(CC1)C1=CN=C2C(=N1)CNCC2